C(C)(C)(C)OC(=O)N1CCC(CC1)C1=CC=C(C=C1)C1=CC(=CC(=N1)C(=O)OC)N1N=NC(=C1)C1=CC=C(C=C1)C(F)(F)F Methyl 6-(4-(1-(tert-butoxycarbonyl)piperidin-4-yl)phenyl)-4-(4-(4-(trifluoromethyl)phenyl)-1H-1,2,3-triazol-1-yl)picolinate